rac-2-((1S*,2S*)-2-(3-chlorophenyl)cyclopropyl)-4,4,5,5-tetramethyl-1,3,2-dioxaborolane ClC=1C=C(C=CC1)[C@@H]1[C@H](C1)B1OC(C(O1)(C)C)(C)C |r|